COC(CC1C(CN(CC1)C(=O)OC(C)(C)C)C)=O Tert-butyl 4-(2-methoxy-2-oxoethyl)-3-methylpiperidine-1-carboxylate